C1OCC12NCCC2 2-oxa-5-azaspiro[3.4]octane